tert-butyl 6-[(4-chloro-6-cyano-2-pyridyl)amino]indole-1-carboxylate ClC1=CC(=NC(=C1)C#N)NC1=CC=C2C=CN(C2=C1)C(=O)OC(C)(C)C